FC1=CC=C(C=C1)N1CCN(CC1)CC[C@@H]1NC(C2(C1)CCN(CC2)C(CNC(C(C)(C)C)=O)=O)=O (R)-N-(2-(3-(2-(4-(4-fluorophenyl)piperazin-1-yl)ethyl)-1-oxo-2,8-diazaspiro[4.5]decan-8-yl)-2-oxoethyl)pivalamide